FC(OC1=C(C=C(C(=C1)N(C)CCN(C)C)N)NC1=NC=CC(=N1)N1CC2(C3=NC(=CC=C31)C)CCCC2)F 5-(difluoromethoxy)-N1-(2-(dimethylamino)ethyl)-N1-methyl-N4-(4-(5'-methylspiro[cyclopentane-1,3'-pyrrolo[3,2-b]pyridin]-1'(2'H)-yl)pyrimidin-2-yl)benzene-1,2,4-triamine